C(C)(C)NCC(COC1=CC=C(C=C1)OC(CSC)C)O (isopropylamino)-3-(4-((1-(methyl-thio)propan-2-yl)oxy)phenoxy)propan-2-ol